2-aminoethane-sulphonamide NCCS(=O)(=O)N